ClC1=CC=C(C(=N1)C(=O)O)NC(C)C=1C=C(C=C2C(C=C(OC12)C1=NC=CC=C1)=O)C 6-Chloro-3-[1-[6-methyl-4-oxo-2-(2-pyridyl)chromen-8-yl]ethylamino]pyridine-2-carboxylic acid